O=C1N(CCN2[C@@H]1CN(CC2)C#N)C2=CC(=NO2)C2=CC(=CC=C2)C(F)(F)F (R)-9-oxo-8-(3-(3-(trifluoromethyl)phenyl)isoxazol-5-yl)octahydro-2H-pyrazino[1,2-a]pyrazine-2-carbonitrile